FC=1C=C2C(=NC(=NC2=C(C1)F)OCC(CN1C[C@@H](CC1)F)(C)O)N1C[C@@]2(CC[C@H](C1)N2C(=O)OC(C)(C)C)C tert-butyl (1S,5R)-3-(6,8-difluoro-2-(3-((R)-3-fluoropyrrolidin-1-yl)-2-hydroxy-2-methylpropoxy)quinazolin-4-yl)-1-methyl-3,8-diazabicyclo[3.2.1]octane-8-carboxylate